FC1=C(C=C(C=C1)OC=1C(=C2C=CNC2=C(C1F)F)F)C=1NC=C(N1)[C@@]1(CCOC2=C(C=CC=C12)[C@H]1[C@@H](C1)C(=O)OCC)C cis-ethyl (1R,2R)-2-[(4R)-4-[2-[2-fluoro-5-[(4,6,7-trifluoro-1H-indol-5-yl)oxy]phenyl]-1H-imidazol-4-yl]-4-methyl-chroman-8-yl]cyclopropanecarboxylate